OCC1CCC(CC1)N1N=C2C=C(C(=CC2=C1)NC(=O)C1=NC(=CC=C1)S(F)(F)(F)(F)F)N1CCCCC1 N-[2-[4-(hydroxymethyl)cyclohexyl]-6-(1-piperidyl)indazol-5-yl]-6-(pentafluoro-sulfanyl)pyridine-2-carboxamide